FC(C(=O)N1CC(C1)C1=NN(C2=NC=CC(=C21)N2CC(C2)(CO)F)C2=CC=C(C=C2)OC(F)(F)F)=C 2-fluoro-1-[3-[4-[3-fluoro-3-(hydroxymethyl)azetidin-1-yl]-1-[4-(trifluoromethoxy)phenyl]pyrazolo[3,4-b]pyridin-3-yl]azetidin-1-yl]prop-2-en-1-one